CC1=NC=2N(N1)N=C(C2)C 2,6-dimethyl-pyrazolo-[1,5-b]-1,2,4-triazole